CC=1C=NN2C1OCCC2 3-methyl-6,7-dihydro-5H-pyrazolo[5,1-b][1,3]oxazin